O=C1NC(CC[C@@H]1N1C(C2=CC=C(C=C2C1=O)N1CCN(CC1)C1CCN(CC1)C1=CC=C(C=C1)NC1=C2N=CN(C2=NC=N1)C1CC(C1)NC(CC1=CC=CC=C1)=O)=O)=O N-((1s,3s)-3-(6-((4-(4-(4-(2-(2,6-dioxopiperidin-3-yl)-1,3-dioxoisoindoline-5-yl)piperazin-1-yl)piperidin-1-yl)phenyl)amino)-9H-purin-9-yl)cyclobutyl)-2-phenylacetamide